C(C1=CC=CC=C1)NCCNCCNCCN N-(benzyl)triethylenetetramine